CSC1=CC=C2C(=CC(OC2=C1)=O)C S-methyl-7-mercapto-4-methylcoumarin